2-methyl-4-oxo-3-(prop-2-ynyl)cyclopent-2-en-1-yl 2,2-dimethyl-3-(2-methyl prop-1-enyl)cyclopropanecarboxylate CC1(C(C1C=C(C)C)C(=O)OC1C(=C(C(C1)=O)CC#C)C)C